bis(3-toluenesulfonylureido)diphenylmethane C(C1=CC=CC=C1)S(=O)(=O)NC(NC(C1=CC=CC=C1)(C1=CC=CC=C1)NC(=O)NS(=O)(=O)CC1=CC=CC=C1)=O